N1(C=NC=C1)C=1C=CC(=C(C1)O)C=1N=NC(=CN1)O[C@@H]1CNCC1 (S)-5-(1H-imidazol-1-yl)-2-(6-(pyrrolidin-3-yloxy)-1,2,4-triazin-3-yl)phenol